methyl-2-oxo-2,5,6,8-tetrahydro-1,7-naphthyridine-7(1H)-carboxylic acid tert-butyl ester C(C)(C)(C)OC(=O)N1CCC=2C=CC(N(C2C1)C)=O